C(C=C)(=O)OCCC1(C(=O)O)C(C(=O)O)CCCC1 acryloyloxyethyl-hexahydro-phthalic acid